ClC=1C=C(C=NC1OC1CCN(CC1)[C@H](C)C1=CC=CC=C1)S(=O)(=O)NC1=NC(=CC=C1)F (R)-5-chloro-N-(6-fluoropyridin-2-yl)-6-((1-(1-phenylethyl)piperidin-4-yl)oxy)pyridine-3-sulfonamide